O1C(CC1)=CN Oxetan-2-yl-ylmethanamine